OC1=CC=C(C(=O)C2=C(C(=CC=C2)[N+](=O)[O-])C2=CC=CC=C2)C=C1 (4-hydroxybenzoyl)-6-nitro-[1,1'-biphenyl]